(1S,3aR,6aS)-N-[(2S)-4-hydroxy-3-oxo-1-[(3S)-2-oxopyrrolidin-3-yl]butan-2-yl]-2-(4-methanesulfonyl-1H-indole-2-carbonyl)-hexahydro-1H-cyclopenta[c]pyrrole-1-carboxamide OCC([C@H](C[C@H]1C(NCC1)=O)NC(=O)[C@H]1N(C[C@H]2[C@@H]1CCC2)C(=O)C=2NC1=CC=CC(=C1C2)S(=O)(=O)C)=O